N1C(NC(NC1)=O)=O [1,3,5]triazinan-2,4-dione